CN1N=C2C=C(C(=CC2=C1)C1=NC2=CC=C(N=C2C=C1)N1C[C@H](CC1)NC)O 2-methyl-5-{6-[(3S)-3-(methylamino)pyrrolidin-1-yl]-1,5-naphthyridin-2-yl}indazol-6-ol